NC1=NN(C(=N1)N)C[Si](OCC)(OCC)OCC 3,5-diamino-1-[1-(triethoxysilyl)methyl]-1,2,4-triazole